COC=1C=CC=2N(C3=CC=C(C=C3C2C1)OC)CCOC(O)=O [2-(3,6-dimethoxy-9H-carbazole-9-yl)ethyl]carbonic acid